Cl[Si](O[Si](Cl)(C)C)(C)C 1,3-Dichlorotetramethyldisiloxan